CN(C)C1=C(C(=O)[O-])C=CC=C1 N,N-dimethylaminobenzoate